butyl-α-(p-toluenesulfonyloxy)-acetate C(CCC)OC(COS(=O)(=O)C1=CC=C(C)C=C1)=O